1,1,1,5,5,5-hexamethyl-3-[(trimethylsilyl)oxy]-3-vinyltrisiloxane C[Si](O[Si](O[Si](C)(C)C)(C=C)O[Si](C)(C)C)(C)C